C(C(C)C)C1=C(C(=C(S1)S(=O)(=O)NCC1=CC=CC=C1)C1=CC=C(C=C1)CN1C(=NC=C1)C(F)(F)F)C (5-isobutyl-4-methyl-3-(4-((2-(trifluoromethyl)-1H-imidazol-1-yl)methyl)phenyl)thiophen-2-yl)sulfonamidotoluene